[Cl-].C(C)N1C=[N+](C2=C1C=CC=C2)CC 1,3-diethyl-1H-1,3-benzodiazol-3-ium chloride